N-{5-cyano-6-[(3R)-4-(cyclopropylcarbonyl)-3-methylpiperazin-1-yl]-2-(1-methyl-1H-pyrazol-4-yl)pyrimidin-4-yl}acetamide C(#N)C=1C(=NC(=NC1N1C[C@H](N(CC1)C(=O)C1CC1)C)C=1C=NN(C1)C)NC(C)=O